O1[C@H](COCC1)CNC1=C(C=C(C=C1)S(=O)(=O)NC(C1=C(C=C(C=C1)C1CCC(CC1)N1[C@@H](CCC1)C1=C(C=CC=C1)C1CC1)OC=1C=C2C(=NC1)NC=C2)=O)[N+](=O)[O-] N-((4-((((S)-1,4-dioxan-2-yl)methyl)amino)-3-nitrophenyl)sulfonyl)-2-((1H-pyrrolo[2,3-b]pyridin-5-yl)oxy)-4-(4-((S)-2-(2-cyclopropylphenyl)pyrrolidin-1-yl)cyclohexyl)benzamide